6-Bromo-2-{4-[4-(2-ethoxyethyl)-1,4-diazepan-1-yl]phenyl}-N-(1-methylpiperidin-4-yl)-3H-imidazo[4,5-b]pyridin-7-amine BrC=1C(=C2C(=NC1)NC(=N2)C2=CC=C(C=C2)N2CCN(CCC2)CCOCC)NC2CCN(CC2)C